tert-butyl 4'-[(3-ethyl-1-{[4-(propan-2-yl)phenyl]carbamoyl}-D-prolyl)amino][1,1'-biphenyl]-4-carboxylate C(C)C1[C@@H](N(CC1)C(NC1=CC=C(C=C1)C(C)C)=O)C(=O)NC1=CC=C(C=C1)C1=CC=C(C=C1)C(=O)OC(C)(C)C